NC1=C(C(=O)NC(C)C)C=C(C=N1)C1=C(C=C(C=C1)NC(C(C1=CC(=CC=C1)C(F)(F)F)O)=O)C 2-amino-5-(4-(2-hydroxy-2-(3-(trifluoromethyl)phenyl)acetamido)-2-methylphenyl)-N-isopropylnicotinamide